NC1=C(C=CC=C1)C#C o-aminophenylacetylene